CS(=O)C=1C=C2C(=C(C=NC2=CC1)S(=O)(=O)C1=CC=C(C=C1)OCCCCCCCCCCCCCC)N1CCC(CC1)N1CCC(CC1)N1CCC(CC1)O 1''-(6-(methylsulfinyl)-3-((4-(tetradecyloxy)phenyl)sulfonyl)quinolin-4-yl)-[1,4':1',4''-terpiperidin]-4-ol